2-(4-(oxetan-3-yl)piperazin-1-yl)pyridin O1CC(C1)N1CCN(CC1)C1=NC=CC=C1